2-benzyloxy-8-[[6-[(tert-butoxycarbonylamino)carbamoyl]-5-nitro-3-(trifluoromethyl)-2-pyridinyl]amino]-6,6-dimethyl-2-(trifluoromethyl)octanoic acid C(C1=CC=CC=C1)OC(C(=O)O)(CCCC(CCNC1=NC(=C(C=C1C(F)(F)F)[N+](=O)[O-])C(NNC(=O)OC(C)(C)C)=O)(C)C)C(F)(F)F